ethylhexyldimethoxybenzylidendioxoimidazolin propionate C(CC)(=O)O.C(C)C=1C(=C(C(=C2N(C(C(N2)=O)=O)CCCCCC)OC)C=CC1)OC